C(C1=CC=CC=C1)(=O)OCCOC 2-methoxyethyl benzoate